N-(4-bromo-2-cyclopropyl-5-methylphenyl)-5-methylpyridin-2-amine BrC1=CC(=C(C=C1C)NC1=NC=C(C=C1)C)C1CC1